N-(4,4-dimethylcyclohex-2-en-1-yl)-4-fluoro-1H-pyrrolo[2,3-b]pyridine-2-carboxamide CC1(C=CC(CC1)NC(=O)C1=CC=2C(=NC=CC2F)N1)C